(5R)-2-methyl-5-amino-1-benzyl-piperidine copper-gallium indium tin [Sn].[In].[Ga].[Cu].CC1N(C[C@@H](CC1)N)CC1=CC=CC=C1